F[C@@]1(C[C@@H](O[C@@H]1CO)N1C(=O)NC(=O)C=C1)O deoxy-3'-fluorouridine